OC1[C@H](N(CC1O)C(=O)OC(C)(C)C)C(=O)OC 1-(tert-butyl) 2-methyl (2S)-3,4-dihydroxypyrrolidine-1,2-dicarboxylate